tert-butyl ((1-(3-(trifluoromethyl)phenyl)pyrrolidin-3-yl)methyl)carbamate FC(C=1C=C(C=CC1)N1CC(CC1)CNC(OC(C)(C)C)=O)(F)F